O1CCOC2=C1C=CC(=C2)CC=2C=C(C=CC2CC)[C@@H]2O[C@@H]([C@H]([C@@H]([C@H]2O)O)O)CO (2S,3R-4R-5S-6R)-2-[3-(2,3-dihydro-1,4-benzodioxin-6-ylmethyl)-4-ethylphenyl]-6-(hydroxymethyl)oxane-3,4,5-triol